2-(5-cyclopropyl-3-ethylsulfonylpyridin-2-yl)-5-(trifluoromethylthio)benzoxazole Cobalt(II) chloride hydrate O.[Co](Cl)Cl.C1(CC1)C=1C=C(C(=NC1)C=1OC2=C(N1)C=C(C=C2)SC(F)(F)F)S(=O)(=O)CC